(2,4-di-t-butylphenyl-4,4-biphenyl) bisphosphite P(O)(O)O.P(O)(O)O.C(C)(C)(C)C1=C(C=CC(=C1)C(C)(C)C)C1=CC=C(C=C1)C1=CC=CC=C1